(1s,3R,4r,5S,7s)-4-(8,8-dimethyl-8,9-dihydro-1H,7H-pyrrolo[3'',2'':5',6']pyrido[3',4':4,5][1,2,3]diazaborinino[3,2-b][1,3,2]oxazaborinin-4-yl)adamantan-1-ol CC1(CN2B(OC1)C1=C(C(=N2)C2[C@H]3CC4(CC(C[C@H]2C4)C3)O)C3=C(N=C1)NC=C3)C